4-(7-bromo-1,5-diaza-2-naphthylamino)-2-{3-methoxy-4-[(1s,3s)-3-(dimethylamino)cyclobutoxy]phenylamino}pyrimidine BrC1=CN=C2C=CC(=NC2=C1)NC1=NC(=NC=C1)NC1=CC(=C(C=C1)OC1CC(C1)N(C)C)OC